FC1(CCC(CC1)NC1=NN2C(C=N1)=C(C=C2)C=2C=NC=1N(C2)C(=CN1)C)F N-(4,4-difluorocyclohexyl)-5-(3-methylimidazo[1,2-a]pyrimidin-6-yl)pyrrolo[2,1-f][1,2,4]triazin-2-amine